(S)-N-((5-chloro-6-((3-methylisoxazol-5-yl)methoxy)-1H-indol-2-yl)methyl)-1-methylpyrrolidine-2-carboxamide ClC=1C=C2C=C(NC2=CC1OCC1=CC(=NO1)C)CNC(=O)[C@H]1N(CCC1)C